C(C)(C)(C)OC(N(CC=O)C1=CC=CC=2OC(OC21)(C)C2=C(C=C(C=C2)Cl)F)=O (2-(4-chloro-2-fluorophenyl)-2-methylbenzo[d][1,3]dioxol-4-yl)(2-oxoethyl)carbamic acid tert-butyl ester